IC=1C=C(C[C@@H](N)C(=O)O)C=CC1O 3-iodo-D-tyrosine